(R)-4,5-dihydro-3-hydroxy-2(3H)-furanone hydrochloride Cl.O[C@H]1C(OCC1)=O